FC=1C(=C(C=CC1F)[C@@H]1[C@@H](O[C@@]([C@@H]1C)(C(F)(F)F)C)C(=O)NC1=CC(=[N+](C=C1)[O-])C(=O)N)O 4-[[(2R,3R,4R,5S)-3-(3,4-Difluoro-2-hydroxy-phenyl)-4,5-dimethyl-5-(trifluoromethyl)tetrahydrofuran-2-carbonyl]amino]-1-oxido-pyridin-1-ium-2-carboxamid